C(C)(C)(C)OC(=O)N1C[C@@H]([C@@H](CC1)N(C1=CC=C(C=C1)OC(F)(F)F)C)C |r| Racemic-(3S,4R)-3-methyl-4-[N-methyl-4-(trifluoromethoxy)anilino]piperidine-1-carboxylic acid tert-butyl ester